CC(C(=O)NCC(CC)C)CC 2-METHYL-N-(2'-METHYLBUTYL)-BUTANAMID